2-[2-[2-[2-[2-[2-(2,2-dimethoxyethoxy)ethoxy]ethoxy]ethoxy]ethoxy]ethoxy]ethoxymethylbenzene COC(COCCOCCOCCOCCOCCOCCOCC1=CC=CC=C1)OC